COC=1C=CC(=[N+](C1)O)COC=1C=C2C(=NC1)OC(=N2)C=2C=NC=CC2 5-methoxy-2-({[2-(pyridin-3-yl)-[1,3]oxazolo[5,4-b]pyridin-6-yl]oxy}methyl)pyridin-1-ium-1-ol